NCC1=CC=NN1C1=C2C(C=C(NC2=CC=N1)C=1C(=NC=C(C1C)C(F)(F)F)OC1=C(C(=C(C=C1)F)F)C)=O 5-[5-(aminomethyl)pyrazol-1-yl]-2-[2-(3,4-difluoro-2-methyl-phenoxy)-4-methyl-5-(trifluoromethyl)-3-pyridyl]-1H-1,6-naphthyridin-4-one